IC1=CC=C2C(=NN(C2=C1)C1OCCCC1)C1=NN(C2=CC(=CC=C12)I)C1OCCCC1 6,6'-diiodo-1,1'-bis(tetrahydro-2H-pyran-2-yl)-1h,1'H-3,3'-biindazole